FCCN1C(CC1)C(=O)O 1-(2-fluoroethyl)azetidine-2-carboxylic acid